((3R,6R)-6-methylpiperidin-3-yl)methanol hydrochloride Cl.C[C@@H]1CC[C@H](CN1)CO